5-(5-((2-((N-ethylsulfamoyl)amino)pyridin-4-yl)methyl)-2,5-diazabicyclo[4.1.0]heptan-2-yl)-6-fluoro-N-methylpicolinamide C(C)NS(=O)(=O)NC1=NC=CC(=C1)CN1CCN(C2CC12)C=1C=CC(=NC1F)C(=O)NC